C(\C=C/C(=O)O)(=O)O.C(C)(C)(C)OC(=O)[C@H]1N(C(N(C1)C)=O)C([C@H](C)N[C@@H](CCC1=CC=CC=C1)C(=O)OCC)=O (4S)-3-[(2S)-2-[(1S)-1-ethoxycarbonyl-3-phenylpropyl]aminopropionyl]-1-methyl-2-oxoimidazoline-4-carboxylic acid tert-butyl ester maleate